Tert-Butyl 3-[3-[[[1-(trifluoromethyl)cyclopropyl]amino]methyl]-1-bicyclo[1.1.1]pentanyl]azetidine-1-carboxylate FC(C1(CC1)NCC12CC(C1)(C2)C2CN(C2)C(=O)OC(C)(C)C)(F)F